FC=1C=C(C=C(C1N[C@@H](CSC1=CC=C(C=C1)F)CCN1CC(C1)F)F)S(=O)(=O)NC(=O)[C@]1(OCCCCC1)C (S)-N-((3,5-DIFLUORO-4-(((R)-4-(3-FLUOROAZETIDIN-1-YL)-1-((4-FLUOROPHENYL)THIO)BUTAN-2-YL)AMINO)PHENYL)SULFONYL)-2-METHYLOXEPANE-2-CARBOXAMIDE